oxo-2,8-diazaspiro[4.5]decane-8-carboxylate O=C1NCCC12CCN(CC2)C(=O)[O-]